[C@H]12COC[C@H](CC1)N2C=2C1=C(N=CN2)NC(=C1)C1=CC=C(C=C1)NC(C1=NC=CC(=C1)CN1C[C@@H](CCC1)N)=O N-(4-(4-((1R,5S)-3-oxa-8-azabicyclo[3.2.1]octan-8-yl)-7H-pyrrolo[2,3-d]pyrimidin-6-yl)phenyl)-4-(((R)-3-aminopiperidin-1-yl)methyl)picolinamide